Phenyl (5-chloro-4,6-dimethylisoxazolo[5,4-b]pyridin-3-yl)carbamat ClC=1C(=C2C(=NC1C)ON=C2NC(OC2=CC=CC=C2)=O)C